OCCCC=1C(=CC=C2C=NNC12)O 7-(3-hydroxypropyl)-1H-indazol-6-ol